tert-Butyl 2-(1-{[6-chloro-5-(trifluoromethyl)(2-pyridyl)] amino}-4-methyl-2,5-dioxoazolin-3-yl)acetate ClC1=C(C=CC(=N1)NN1C(C(=C(C1=O)C)CC(=O)OC(C)(C)C)=O)C(F)(F)F